3-(5-(4-(azetidin-1-ylmethyl)-1-methyl-1H-pyrrolo[2,3-b]pyridin-6-yl)-1-oxoisoindolin-2-yl)piperidine-2,6-dione N1(CCC1)CC1=C2C(=NC(=C1)C=1C=C3CN(C(C3=CC1)=O)C1C(NC(CC1)=O)=O)N(C=C2)C